5,8-dideaza-tetrahydrofolic acid C(CC[C@@H](C(=O)O)NC(=O)C1=CC=C(NCC2CCC=3N=C(N)NC(=O)C3C2)C=C1)(=O)O